C(CC(=O)C(=O)O)CN The molecule is the 2-oxo-5-amino derivative of valeric acid. It has a role as a human metabolite. It is a 2-oxo monocarboxylic acid and a delta-amino acid. It derives from a valeric acid. It is a conjugate acid of a 5-amino-2-oxopentanoate. It is a tautomer of a 5-amino-2-oxopentanoic acid zwitterion.